(1-naphthalenylmethyl)-proline C1(=CC=CC2=CC=CC=C12)CN1[C@@H](CCC1)C(=O)O